FC=1C=CC=NC1OC1=CC=NC2=CC(=C(C=C12)C(NC)=O)OCCO 5-fluoro-6-[7-(2-hydroxyethoxy)-6-(methylcarbamoyl)quinolin-4-yl]oxypyridin